NC[C@@]1([C@@H]2CCN(C[C@H]12)C1=CNC=2C(=N1)NNC2C2=C(C1=CN(N=C1C=C2)CCO)Cl)C2=C(C=CC=C2)F 2-(5-(6-((1S,6R,7R)-7-(aminomethyl)-7-(2-fluorophenyl)-3-azabicyclo[4.1.0]heptan-3-yl)-2,4-dihydro-1H-pyrazolo[3,4-b]pyrazin-3-yl)-4-chloro-2H-indazol-2-yl)ethan-1-ol